N'-cyclopropyl-N-phenylcyclopropane-1,1-dicarboxamide C1(CC1)NC(=O)C1(CC1)C(=O)NC1=CC=CC=C1